C1(CC1)N1C(=NC=2C1=C1C(=NC2)N(C=C1)S(=O)(=O)C1=CC=C(C)C=C1)C1=CC=C(O1)CO (5-(1-cyclopropyl-6-tosyl-1,6-dihydroimidazo[4,5-d]pyrrolo[2,3-b]pyridin-2-yl)furan-2-yl)methanol